(9-fluorenylmethoxycarbonyl)-S-trityl-L-cysteine C1=CC=CC=2C3=CC=CC=C3C(C12)COC(=O)N[C@@H](CSC(C1=CC=CC=C1)(C1=CC=CC=C1)C1=CC=CC=C1)C(=O)O